(2-cyclopropyl-6-(1,4-dimethyl-1H-1,2,3-triazol-5-yl)-1H-benzo[d]imidazol-4-yl)diphenylmethanol C1(CC1)C1=NC2=C(N1)C=C(C=C2C(O)(C2=CC=CC=C2)C2=CC=CC=C2)C2=C(N=NN2C)C